(R)-2-((tert-butoxycarbonyl)amino)-4-(4-(trifluoromethyl)phenyl)butanoic acid C(C)(C)(C)OC(=O)N[C@@H](C(=O)O)CCC1=CC=C(C=C1)C(F)(F)F